4-Nitro-7-piperazino-2,1,3-benzoxadiazole [N+](=O)([O-])C1=CC=C(C2=NON=C21)N2CCNCC2